C(#C)C1=C(C(N(C=2N=C(N=CC21)NC2=CC=C(C=C2)N2CCN(CC2)C)C)=O)C 5-ethynyl-6,8-dimethyl-2-((4-(4-methylpiperazin-1-yl)phenyl)amino)pyrido[2,3-d]pyrimidin-7(8H)-one